CN(C1CCC2(CCN(CC2)C(=O)NC2=NC=C(N=C2)C)CC1)C=1C2=C(N=CN1)NC=C2 9-(Methyl(7H-pyrrolo[2,3-d]pyrimidin-4-yl)amino)-N-(5-methylpyrazin-2-yl)-3-azaspiro[5.5]undecan-3-carboxamid